NCCCCNC(=S)N1C=CC2=C1N=CN=C2N(C)[C@H]2CN(CC[C@H]2C)C(CC#N)=O N-(4-aminobutyl)-4-(((3R,4R)-1-(2-cyanoacetyl)-4-methylpiperidin-3-yl)(methyl)amino)-7H-pyrrolo[2,3-d]pyrimidine-7-thioamide